ClC=1C(=NC=C(C1CC=O)Cl)CO 2-[3,5-dichloro-2-(hydroxymethyl)-4-pyridyl]ethanone